ClC1=C(C=CC=C1F)C=1C(N(C(N(C1)CC(=O)N1CCC(CC1)N1C(NC2=C(CC1)C=CC=C2)=O)=O)CCS(=O)(=O)C)=O 3-[1-[2-[5-(2-chloro-3-fluoro-phenyl)-3-(2-methylsulfonylethyl)-2,4-dioxo-pyrimidin-1-yl]acetyl]-4-piperidyl]-2-oxo-4,5-dihydro-1H-1,3-benzodiazepin